(E)-oxahexadec-12-en-2-one OC(CCCCCCCCC\C=C\CCC)=O